N-[(1S)-1-(4-Carbamoylphenyl)ethyl]-4-[methyl(2-phenoxyethyl)amino]tetrahydropyran-4-carboxamide C(N)(=O)C1=CC=C(C=C1)[C@H](C)NC(=O)C1(CCOCC1)N(CCOC1=CC=CC=C1)C